CC1=NC(=NO1)C(=O)N[C@@H]1[C@H](N(C(C1)=O)C=1C=C2C=NN(C2=CC1)C1=CN(C(C=C1)=O)C)C1=CC=CC=C1 5-methyl-N-[(2R,3S)-1-[1-(1-methyl-6-oxo-3-pyridyl)indazol-5-yl]-5-oxo-2-phenyl-pyrrolidin-3-yl]-1,2,4-oxadiazole-3-carboxamide